N1C(=NCC1)CCC (2-imidazolin-2-yl)propane